CN(CCCNC(=O)C=1C=NC(=NC1)C=1C=C2C=CC=NC2=C(C1)O)C N-(3-(dimethylamino)propyl)-2-(8-hydroxyquinolin-6-yl)pyrimidine-5-carboxamide